COC=1C=C(OC(C(=O)OCCOC2=C(C=C(C=C2)/C=C/C(=O)O)OC)(C)C)C=C(C1)OC (E)-3-(4-(2-((2-(3,5-dimethoxyphenoxy)-2-methylpropanoyl)oxy)ethoxy)-3-methoxyphenyl)acrylic acid